NCCCCCCCCN.[Li] lithium octamethylenediamine